(Z)-diethyl (1-((tert-butyldimethylsilyl)oxy)-4-chlorobut-1-en-1-yl)phosphonate [Si](C)(C)(C(C)(C)C)O/C(=C/CCCl)/P(OCC)(OCC)=O